3-(3-chloro-4-((1S,2S)-2-(4-fluorophenyl)cyclopropyl)-5',6-dimethyl-2-oxo-2H-[1,4'-bipyridin]-2'-yl)-2-fluoro-N,N-dimethylbenzamide ClC=1C(N(C(=CC1[C@@H]1[C@H](C1)C1=CC=C(C=C1)F)C)C1=CC(=NC=C1C)C=1C(=C(C(=O)N(C)C)C=CC1)F)=O